(3S,4R)-1-(4-((8-(2-(difluoromethyl)azetidin-1-yl)-5-isopropyl-2,7-naphthyridin-3-yl)amino)pyrimidin-2-yl)-3-fluoro-3-methylpiperidin-4-ol FC(C1N(CC1)C=1N=CC(=C2C=C(N=CC12)NC1=NC(=NC=C1)N1C[C@]([C@@H](CC1)O)(C)F)C(C)C)F